3-bromo-4,4-dibromomethylbenzoic acid BrC1C=C(C(=O)O)C=CC1(CBr)CBr